tricosyl-naphthalene C(CCCCCCCCCCCCCCCCCCCCCC)C1=CC=CC2=CC=CC=C12